NC=1C=C(C=C(C1)C#N)NC(OC(C)(C)C)=O tert-butyl (3-amino-5-cyanophenyl)carbamate